1-(7-benzyl-2-((hexahydro-1H-pyrrolizin-7a-yl)methoxy)-5,6,7,8-tetrahydropyrido[3,4-d]pyrimidin-4-yl)-3-methylpiperidin-3-ol C(C1=CC=CC=C1)N1CC=2N=C(N=C(C2CC1)N1CC(CCC1)(O)C)OCC12CCCN2CCC1